OC(C(=O)O)C.C(C)N1CN(C=C1)C 1-ethyl-3-methyl-imidazole alpha-hydroxypropionate